BrC=1C=C2C3(C(=NC2=C(C1)F)C)CCCC3 5'-Bromo-7'-fluoro-2'-methylspiro[cyclopentane-1,3'-indole]